(2-methyl-6-(1-methyl-5-(((tetrahydro-2H-pyran-2-yl)oxy)methyl)-1H-1,2,3-triazol-4-yl)pyridin-3-yl)methanol CC1=NC(=CC=C1CO)C=1N=NN(C1COC1OCCCC1)C